Cyclobutyl (1R,3r)-3-(2-fluoro-5-(((R)-1-(5-fluoro-2-hydroxypyridin-3-yl)ethyl)amino)pyrazolo[1,5-a]pyrimidine-3-carboxamido)4-methylbenzenesulfonate FC1=NN2C(N=C(C=C2)N[C@H](C)C=2C(=NC=C(C2)F)O)=C1C(=O)NC=1C=C(C=CC1C)S(=O)(=O)OC1CCC1